(S)-6-(1-((4-acetylmorpholin-2-yl)methyl)-5-methyl-1H-pyrazol-4-yl)-4-((3-fluoropyridin-2-yl)thio)pyrazolo[1,5-a]pyridine-3-carbonitrile C(C)(=O)N1C[C@H](OCC1)CN1N=CC(=C1C)C=1C=C(C=2N(C1)N=CC2C#N)SC2=NC=CC=C2F